FC(OC=1C=C(C=CC1)C1=CC(=CO1)C(=O)NC1=NC(=NS1)CC(=C(F)F)C)(F)F 5-(3-(trifluoromethoxy)phenyl)-N-(3-(3,3-difluoro-2-methylallyl)-1,2,4-thiadiazol-5-yl)furan-3-carboxamide